C(C)(C)(C)OC(=O)N1C2=C(C(=C1)CC(C)NCC(CO[Si](C1=CC=CC=C1)(C1=CC=CC=C1)C(C)(C)C)(F)F)C=CS2 4-(2-((3-((tert-butyldiphenylsilyl)oxy)-2,2-difluoropropyl)amino)propyl)-6H-thieno[2,3-b]pyrrole-6-carboxylic acid tert-butyl ester